ethyl 5-(1-phenylcyclopropyl)-1,3,4-oxadiazole-2-carboxylate C1(=CC=CC=C1)C1(CC1)C1=NN=C(O1)C(=O)OCC